[8-[(2R)-2-methylpiperazin-1-yl]-4-isoquinolinyl]Hexahydropyrimidine C[C@H]1N(CCNC1)C=1C=CC=C2C(=CN=CC12)N1CNCCC1